OC1=C(C=C(CC(CCC2=CC=CC=C2)NC(=S)N)C=C1)OC 1-(4-hydroxy-3-methoxybenzyl)-3-phenylpropyl-thiourea